FC(C1=NNC(=C1)CC1CC2(CN(C2)C(=O)N2CC3(C2)CC(C3)N3N=C(N=C3)C(F)(F)F)C1)F [6-[[3-(difluoromethyl)-1H-pyrazol-5-yl]methyl]-2-azaspiro[3.3]heptan-2-yl]-[6-[3-(trifluoromethyl)-1,2,4-triazol-1-yl]-2-azaspiro[3.3]heptan-2-yl]methanone